2-chloro-5-isobutyl-4-(3-isopropoxy-4-methylphenyl)thiazole ClC=1SC(=C(N1)C1=CC(=C(C=C1)C)OC(C)C)CC(C)C